BrC1=CC=C2C=3C=CC(=CC3C(C2=C1)(C)C)C1=CC=CC=2N(C(=NC21)C2=CC=CC=C2)C2=CC=CC=C2 (7-bromo-9,9-dimethyl-9H-fluoren-2-yl)-1,2-diphenyl-1H-benzo[d]imidazole